tert-butyl ((1-((3-amino-4-methoxy benzo[d]isoxazol-6-yl)methyl)-1H-pyrazol-4-yl)methyl)carbamate NC1=NOC2=C1C(=CC(=C2)CN2N=CC(=C2)CNC(OC(C)(C)C)=O)OC